5-(5-(2-(4-methylpiperazin-1-yl)pyridin-4-yl)-1H-pyrrolo[2,3-b]pyridin-3-yl)-N-(1-methylpiperidin-4-yl)pyrazolo[1,5-a]pyridine-3-carboxamide CN1CCN(CC1)C1=NC=CC(=C1)C=1C=C2C(=NC1)NC=C2C2=CC=1N(C=C2)N=CC1C(=O)NC1CCN(CC1)C